(4r,5s)-4,5-Dimethyl-1,3-dioxolan-2-one C[C@H]1OC(O[C@H]1C)=O